5'-((5S)-1-(4-amino-2,3-dihydrofuro[3,2-c]quinoline-8-carbonyl)-5-methylpiperidin-2-yl)spiro[cyclopropane-1,3'-indolin]-2'-one NC1=NC=2C=CC(=CC2C2=C1CCO2)C(=O)N2C(CC[C@@H](C2)C)C=2C=C1C3(C(NC1=CC2)=O)CC3